FC(OC1=CC=C(C=C1)C=1NC(=C(N1)C(=O)O)C)F 2-(4-(difluoromethoxy)phenyl)-5-methyl-1H-imidazole-4-carboxylic acid